Cl.COCC(CNC)(C)C 3-methoxy-N,2,2-trimethylpropane-1-amine hydrochloride